FC(C1=C(C=NC(=C1)N[C@H](C(F)(F)F)CC)C1=C(N=C(S1)C(=O)N[C@H]1[C@@H](CC1)O)C(=O)N1[C@H](CCC1)C)F 5-(4-(difluoromethyl)-6-(((S)-1,1,1-trifluorobutan-2-yl)amino)pyridin-3-yl)-N-(trans-2-Hydroxycyclobutyl)-4-((S)-2-methylpyrrolidine-1-carbonyl)thiazole-2-carboxamide